O=C(C(=O)O)NC=1C=NC2=CC=CC=C2C1 2-oxo-2-(quinolin-3-ylamino)acetic acid